[C].[Si].[Ti].[Nb] niobium titanium silicon carbon